FC=1C=C(C=CC1F)N1C(CCCC12CCN(CC2)C2=CN=NC(=C2)N2CCC(CC2)(C(F)(F)F)O)=O 1-(3,4-difluorophenyl)-9-(6-(4-hydroxy-4-(trifluoromethyl)piperidin-1-yl)pyridazin-4-yl)-1,9-diazaspiro[5.5]undecan-2-one